5-fluoro-[1,1'-biphenyl]-2-amine FC1=CC=C(C(=C1)C1=CC=CC=C1)N